BrC1=CC=2C(=NS(=NC2C(=C1)Br)(=O)C)N[C@@H](C)C=1N(N=CN1)C1=NC=CN=C1 8,10-dibromo-3-methyl-3-oxo-N-[(1S)-1-(2-pyrazin-2-yl-1,2,4-triazol-3-yl)ethyl]-3λ6-thia-2,4-diazabicyclo[4.4.0]deca-1(6),2,4,7,9-pentaen-5-amine